azelaic acid dihydrazide C(CCCCCCCC(=O)NN)(=O)NN